5-(3,4-Diamino-2-bromo-5,6-difluorophenoxy)-2-fluorobenzonitrile NC=1C(=C(OC=2C=CC(=C(C#N)C2)F)C(=C(C1N)F)F)Br